N-[(1S)-5-[2-(2-aminopyridin-3-yl)-5-phenylimidazo[4,5-b]pyridin-3-yl]-2,3-dihydro-1H-inden-1-yl]-1-[5-(benzyloxy)-6-(1,3-dioxolan-2-yl)pyridin-3-yl]cyclopropane-1-carboxamide NC1=NC=CC=C1C1=NC=2C(=NC(=CC2)C2=CC=CC=C2)N1C=1C=C2CC[C@@H](C2=CC1)NC(=O)C1(CC1)C=1C=NC(=C(C1)OCC1=CC=CC=C1)C1OCCO1